9,9',9''-(6-(9H-carbazol-9-yl)-4-phenylpyridine-2,3,5-triyl)tris(4,5-diphenyl-9H-carbazole) C1=CC=CC=2C3=CC=CC=C3N(C12)C1=C(C(=C(C(=N1)N1C2=CC=CC(=C2C=2C(=CC=CC12)C1=CC=CC=C1)C1=CC=CC=C1)N1C2=CC=CC(=C2C=2C(=CC=CC12)C1=CC=CC=C1)C1=CC=CC=C1)C1=CC=CC=C1)N1C2=CC=CC(=C2C=2C(=CC=CC12)C1=CC=CC=C1)C1=CC=CC=C1